4-(4-sulfonylaminophenoxy)aniline tert-butyl-(2R,5S)-4-(5-iodo-7-tosyl-7H-pyrrolo[2,3-d]pyrimidin-4-yl)-2,5-dimethylpiperazine-1-carboxylate C(C)(C)(C)OC(=O)N1[C@@H](CN([C@H](C1)C)C=1C2=C(N=CN1)N(C=C2I)S(=O)(=O)C2=CC=C(C)C=C2)C.S(=O)(=O)=NC2=CC=C(OC1=CC=C(N)C=C1)C=C2